3-(4,4,5,5-tetramethyl-1,3,2-dioxaborol-2-yl)pyrazolo[1,5-a]pyridine CC1(OB(OC1(C)C)C=1C=NN2C1C=CC=C2)C